COC1=C(C=C(C=C1)C1(CC1)C(F)(F)F)S(=O)(=O)NC(=O)C1=CC2=CC=CC(=C2C=C1)N1N=CC=C1 N-((2-methoxy-5-(1-(trifluoromethyl)cyclopropyl)phenyl)sulfonyl)-5-(1H-pyrazol-1-yl)-2-naphthamide